CC1=CC2=C(C3=CC=C(C=C3C=C2C=C1)C)OC(=O)C1C(CC(=CC1)C)C(=O)O 2,6-dimethyl-9-[2-carboxy(4-methyl-4-cyclohexenyl)]carbonyloxyanthracene